Alanyl-Tyrosine N[C@@H](C)C(=O)N[C@@H](CC1=CC=C(C=C1)O)C(=O)O